rubidium naphthalenetricarboxylic acid C1(=C(C(=CC2=CC=CC=C12)C(=O)O)C(=O)O)C(=O)O.[Rb]